O[C@@]1(CC[C@@H]2[C@H]3CC[C@]4(C(C3CCC2C1)[C@H]1[C@@H]([C@@H]4C(CN4N=CC=N4)=O)CCC1)C)C ((2R,4aS,4bR,6aS,7S,7aS,8aR,8bR,8cR,10aR)-2-hydroxy-2,6a-dimethyloctadecahydrocyclopenta[4,5]cyclopenta[1,2-a]phenanthren-7-yl)-2-(2H-1,2,3-triazol-2-yl)ethan-1-one